C(C=C)(=O)O.C(=C)(Cl)Cl Vinylidene chloride acrylate